2-(4-bromophenyl)-4-methyl-5-acetylthiazole BrC1=CC=C(C=C1)C=1SC(=C(N1)C)C(C)=O